C1(CC1)NC(C1=C(C=C(C=C1OC)C1=CN=C2N1C=CC(=C2)OCCNC2=NC=CC=N2)OC(F)F)=O N-cyclopropyl-2-(difluoromethoxy)-6-methoxy-4-[7-[2-(pyrimidin-2-ylamino)ethoxy]imidazo[1,2-a]pyridin-3-yl]benzamide